2,5-dichloro-1,4-naphthoquinone ClC=1C(C2=CC=CC(=C2C(C1)=O)Cl)=O